C[C@H]1[C@H]([C@H]([C@@H]([C@@H](O1)O[C@@H]2[C@H]([C@H]([C@H](O[C@H]2O[C@@H]3[C@H](O[C@H]([C@@H]([C@H]3O)NC(=O)C)O[C@H]4[C@H]([C@H](O[C@H]([C@@H]4O)O[C@@H]5[C@H](O[C@H]([C@@H]([C@H]5O)NC(=O)C)O)CO)CO)O)CO)CO)O)O[C@@H]6[C@@H]([C@H]([C@H]([C@H](O6)CO)O)O)NC(=O)C)O)O)O The molecule is an amino hexasaccharide in which an alpha-L-fucosyl residue is linked (1->2) to the mannosyl residue furthest from the reducing end of an alpha-D-GalNAc-(1->3)-beta-D-Gal-(1->4)-beta-D-GlcNAc-(1->3)-beta-D-Gal-(1->4)-beta-D-GlcNAc linear pentasaccharide. It has a role as an epitope. It is a glucosamine oligosaccharide, a galactosamine oligosaccharide and an amino hexasaccharide.